(S)-4-(7'-(3,5-difluorophenyl)-1'-oxodihydro-1'H,3'H,5'H-spiro[piperidine-4,2'-pyrazolo[1,2-a]pyrazol]-1-yl)picolinonitrile FC=1C=C(C=C(C1)F)[C@@H]1CCN2N1C(C1(C2)CCN(CC1)C1=CC(=NC=C1)C#N)=O